thio-chroman S1CCCC2=CC=CC=C12